2-(2-chlorophenyl)-N-[4-(1-cyclobutyl-1H-pyrazol-4-yl)-3-sulfamoylphenyl]acetamide ClC1=C(C=CC=C1)CC(=O)NC1=CC(=C(C=C1)C=1C=NN(C1)C1CCC1)S(N)(=O)=O